1-((2-fluoro-4-(5-methyl-2-((1-(1-methylpiperidin-4-yl)-1H-pyrazol-4-yl)amino)pyrimidin-4-yl)phenoxy)methyl)cyclopropane-carbonitrile FC1=C(OCC2(CC2)C#N)C=CC(=C1)C1=NC(=NC=C1C)NC=1C=NN(C1)C1CCN(CC1)C